benzyl 3,3-difluoro-5-[5-[(3R)-3-(tert-butoxycarbonylamino)-5-[(4-chlorophenyl)methyl]-8-fluoro-4-oxo-2,3-dihydro-1,5-benzothiazepin-7-yl]-1,3,4-oxadiazol-2-yl]piperidine-1-carboxylate FC1(CN(CC(C1)C=1OC(=NN1)C=1C(=CC2=C(N(C([C@H](CS2)NC(=O)OC(C)(C)C)=O)CC2=CC=C(C=C2)Cl)C1)F)C(=O)OCC1=CC=CC=C1)F